O1CCN(CC1)CCN1N=CC2=C1C(NCCO2)=O 1-(2-morpholinoethyl)-6,7-dihydro-1H-pyrazolo[3,4-f][1,4]oxazepin-8(5H)-on